4-Hydroxy-N-(3-methoxyphenyl)-3-{2-[4-(trifluoromethoxy)phenyl]-6-oxa-2,9-diazaspiro[4.5]decan-9-yl}butanamide OCC(CC(=O)NC1=CC(=CC=C1)OC)N1CCOC2(CCN(C2)C2=CC=C(C=C2)OC(F)(F)F)C1